tert-Butyl 11-oxo-3,4,8,9,10,11-hexahydro-1H-cyclohepta[3,4]pyrazolo[1,5-a]pyrazine-2(7H)-carboxylate O=C1CCCCC2=NN3C(CN(CC3)C(=O)OC(C)(C)C)=C21